BrC=1C(=NC=CC1)CC(C(=O)N)(C)C (3-bromopyridin-2-yl)pivalamide